ClC1=CC2=C(N=N1)N(C(C2)C)[C@H]2CN(CCC2)C(=O)OC(C)(C)C tert-Butyl (3R)-3-(3-chloro-6-methyl-5,6-dihydro-7H-pyrrolo[2,3-c]pyridazin-7-yl)piperidine-1-carboxylate